C(#N)C=1C=CC(=NC1)NCCC1OCC2(CO1)CCN(CC2)C(=O)OC(C)(C)C tert-butyl 3-(2-((5-cyanopyridin-2-yl)amino)ethyl)-2,4-dioxa-9-azaspiro[5.5]undecane-9-carboxylate